OCCC1=CC=C(C=C1)N1N=NC=C1 1-(4-(2-hydroxyethyl)phenyl)-1H-1,2,3-triazole